methyl-2-menthyl butyrate C(CCC)(=O)OC1C(CCC(C1)C(C)C)(C)C